1-(4,4,4-trifluoro-2-hydroxybutanoyl)azetidin FC(CC(C(=O)N1CCC1)O)(F)F